BrC=1C=C(C(=C(C=O)C1)OC=C)F 5-bromo-3-fluoro-2-(vinyloxy)-benzaldehyde